tert-butyl 4-{4-[(4-{1-[(tert-butoxy)carbonyl]-1,2,3,6-tetrahydro pyridin-4-yl}-3-methoxyphenyl)carbamoyl]-2,5-difluorophenyl}-1,2,3,6-tetrahydropyridine-1-carboxylate C(C)(C)(C)OC(=O)N1CCC(=CC1)C1=C(C=C(C=C1)NC(=O)C1=CC(=C(C=C1F)C=1CCN(CC1)C(=O)OC(C)(C)C)F)OC